tri-R-phosphine gold chloride [Au](Cl)(Cl)Cl.P.P.P